CyanocyclohexaneBenzonitrile C(#N)C1(CCCCC1)C1=CC=CC=C1C#N